C1CC(=O)[C@@H]2C=C1C[C@H]3C[NH2+][C@@H](CC4=C[C@H]2C(=O)CC4)CN3 The molecule is a secondary ammonium ion resulting from the protonation of one of the amino groups of (1S,7R,8R,14S)-15,17-diazatetracyclo[12.2.2.1(3,7).1(8,12)]icosa-3(20),12(19)-diene-6,9-dione. This is compound 7 of pmid:27690412. It derives from a herquline A(1+). It is a conjugate acid of a (1S,7R,8R,14S)-15,17-diazatetracyclo[12.2.2.1(3,7).1(8,12)]icosa-3(20),12(19)-diene-6,9-dione.